C1=C(NC=N1)CC(C(=O)O)O The molecule is a 2-hydroxy monocarboxylic acid that is lactic acid in which one of the methyl hydrogens has been replaced by an imidazol-5-yl group. It has a role as a metabolite, a human metabolite and an Escherichia coli metabolite. It is a 2-hydroxy monocarboxylic acid and a member of imidazoles. It derives from a 2-hydroxypropanoic acid. It is a conjugate acid of a 3-(imidazol-5-yl)lactate.